FC1=C(C=C(C(=C1)C)C=1C=NC=C(C1)F)NC(=O)N1[C@@H]2C[C@H](C[C@]1(C2)C=2OC(=NN2)C)C (1S,3R,5R)-N-(2-fluoro-5-(5-fluoropyridin-3-yl)-4-methylphenyl)-3-methyl-1-(5-methyl-1,3,4-oxadiazol-2-yl)-6-azabicyclo[3.1.1]heptane-6-carboxamide